3-(3-cyano-4-fluorophenyl)-1-(8,9-difluoro-3-oxido-6-oxo-1,4,5,6-tetrahydro-2H-thiopyrano[3,4-c]isoquinolin-1-yl)-1-methylurea C(#N)C=1C=C(C=CC1F)NC(N(C)C1CS(CC=2NC(C=3C=C(C(=CC3C21)F)F)=O)=O)=O